1-bromo-3-methyl-imidazo[1,5-a]pyridine BrC=1N=C(N2C1C=CC=C2)C